C(C)N(C(C1=C(C=CC(=C1)F)C=1C=2N(C=C(C1)C1CN(CC1)CC1CCC(CC1)N)C=NC2)=O)C(C)C N-ethyl-5-fluoro-N-isopropyl-2-[6-(1-{[(1r,4r)-4-aminocyclohexyl]methyl}pyrrolidin-3-yl)imidazo[1,5-a]pyridin-8-yl]benzamide